BrC1=CN=C(C2=CN=C(C=C12)Cl)NC1CC1 4-bromo-6-chloro-N-cyclopropyl-2,7-naphthyridin-1-amine